C(C1=CC=CC=C1)OC1=C(C(=O)N2CC3=CC=CC(=C3C2)N[C@@H]2C(N(CC2)C)=O)C(=CC(=C1)C(F)F)O (S)-3-((2-(2-(Benzyloxy)-4-(difluoromethyl)-6-hydroxybenzoyl)isoindolin-4-yl)amino)-1-methylpyrrolidin-2-one